N-(2-chloro-5-(4-((3-chloro-4-fluorophenyl)amino)-3-cyanoquinolin-6-yl)pyridin-3-yl)methanesulfonamide ClC1=NC=C(C=C1NS(=O)(=O)C)C=1C=C2C(=C(C=NC2=CC1)C#N)NC1=CC(=C(C=C1)F)Cl